N-(3-fluoropropyl)acetamide FCCCNC(C)=O